C(C(C)(C)C)(=O)OCC(C(CC)OC(C(C)(C)C)=O)C 2-Methyl-1,3-pentanediol dipivalate